NCCCN1C(=NC=C1)C1=CC=CC=C1 1-(3-aminopropyl)-2-phenylimidazole